O1CCN(C2=C1C=CC=C2)NC(=O)C=2SC1=C(C2C(C)C)C=CC=C1C1=C(C(=CC(=C1)F)F)F N-(2,3-DIHYDRO-1,4-BENZOXAZIN-4-YL)-3-ISOPROPYL-7-(2,3,5-TRIFLUORoPHENYL)BENZOTHIOPHEN-2-CARBOXAMID